N-[4-(2-chloropropionyl)phenyl]acetamide ClC(C(=O)C1=CC=C(C=C1)NC(C)=O)C